FC=1C(=C(C=C2CC[C@H](CC12)CNC(OC(C)(C)C)=O)O)N1S(NC(C1)=O)(=O)=O tert-butyl {[(2R)-8-fluoro-6-hydroxy-7-(1,1,4-trioxo-1λ6,2,5-thiadiazolidin-2-yl)-1,2,3,4-tetrahydronaphthalen-2-yl]methyl}carbamate